propenyl-iodine chloride C(=CC)ICl